C(CCCCCCC(=O)O[C@@H](CO)COC(CCCCCCCCCCCCCCC)=O)(=O)OC(CCCCCCCC)CCCCCCCC (S)-1-(Heptadecan-9-yl) 8-(1-hydroxy-3-(palmitoyloxy)propan-2-yl) octanedioate